OC=1C=C(C=CC1O)[C@H]1OC=2C=C(C=C(C2C[C@H]1O)O)O (2R,3R)-2-(3,4-dihydroxyphenyl)chroman-3,5,7-triol